((2-fluoro-4-(trifluoromethoxy)phenyl)amino)-2-(2-hydroxyethoxy)-7-methyl-3,4-dihydro-2,7-naphthyridine-1,6(2H,7H)-dione FC1=C(C=CC(=C1)OC(F)(F)F)NC1N(C(C2=CN(C(C=C2C1)=O)C)=O)OCCO